C1(CCCCC1)[Si](I)(C1CCCCC1)C1CCCCC1 tricyclohexyl-iodosilane